methyl 2-(trifluoromethyl)-1H-pyrrolo[3,2-c]pyridin-6-ylcarbamate FC(C1=CC=2C=NC(=CC2N1)NC(OC)=O)(F)F